4,4'-dimethyl-2,2'-bipyridine rhenium [Re].CC1=CC(=NC=C1)C1=NC=CC(=C1)C